N-((((S)-1-((tert-butoxycarbonyl)amino)propan-2-yl)oxy)carbonyl)-O-(trans-3-(2-(5,6,7,8-tetrahydro-1,8-naphthyridin-2-yl)ethyl)cyclobutyl)homoserine C(C)(C)(C)OC(=O)NC[C@H](C)OC(=O)N[C@@H](CCO[C@@H]1C[C@H](C1)CCC1=NC=2NCCCC2C=C1)C(=O)O